(E)-N'-cyano-2-((R)-1-ethylpyrrolidin-2-yl)-N-((1,2,3,5,6,7-hexahydro-s-indacen-4-yl)carbamoyl)ethene-1-sulfonimidamide C(#N)N=S(=O)(NC(NC1=C2CCCC2=CC=2CCCC12)=O)\C=C\[C@@H]1N(CCC1)CC